C(C1=CC=CC=C1)OC(=O)N(C)CC12CN(C(C1)C2)C(=O)OC(C)(C)C tert-Butyl 4-[[benzyloxycarbonyl(methyl)amino]methyl]-2-azabicyclo[2.1.1]hexane-2-carboxylate